C1=CC=CC2=CC3=CC4=CC5=CC6=CC7=CC8=CC9=CC=CC=C9C=C8C=C7C=C6C=C5C=C4C=C3C=C12 Nonacene